NC=1C2=C(N=CN1)NC1=C2C=2C(C(CC1)=O)=C(ON2)C2CC2 11-amino-3-cyclopropyl-6,7-dihydroisoxazolo[4'',3'':6',7']cyclohepta[1',2':4,5]pyrrolo[2,3-d]pyrimidin-4(5H)-one